2,4-dimethyl-2-(1-((tetrahydrofuran-3-yl)methyl)piperidin-4-yl)benzo[d][1,3]dioxole-5-carboxamide CC1(OC2=C(O1)C=CC(=C2C)C(=O)N)C2CCN(CC2)CC2COCC2